nona-2,6-dien-1-yl 2-hydroxybenzoate OC1=C(C(=O)OCC=CCCC=CCC)C=CC=C1